N-(2-methoxy)ethylaniline COCCNC1=CC=CC=C1